(1S,4S)-tert-butyl 1-(hydroxymethyl)-2-oxa-5-azabicyclo[2.2.1]heptane-5-carboxylate OC[C@@]12OC[C@@H](N(C1)C(=O)OC(C)(C)C)C2